NCCCCCCCCCCO 10-Amino-1-decanol